3-(hydroxyethylaminosulfonyl)-4-chloroaniline OCCNS(=O)(=O)C=1C=C(N)C=CC1Cl